4'-(benzyloxy)-6'-((2R,3S,4S,5R)-3-(3,4-difluoro-2-methoxyphenyl)-4,5-dimethyl-5-(trifluoromethyl)tetrahydrofuran-2-yl)-2'-methyl-[3,3'-bipyridine]-6-carbonitrile C(C1=CC=CC=C1)OC1=C(C(=NC(=C1)[C@@H]1O[C@]([C@H]([C@H]1C1=C(C(=C(C=C1)F)F)OC)C)(C(F)(F)F)C)C)C=1C=NC(=CC1)C#N